1-(7-fluoro-2-methyldibenzo[b,d]furan-4-yl)-6-isobutylisoquinoline FC1=CC2=C(C3=C(O2)C(=CC(=C3)C)C3=NC=CC2=CC(=CC=C32)CC(C)C)C=C1